CN[C@@H]1CN(CCC1)C1=C2C(=NC=C1)NC=C2C2=NC=CN=C2 (3S)-N-methyl-1-(3-pyrazin-2-yl-1H-pyrrolo[2,3-b]pyridin-4-yl)piperidin-3-amine